COC1=C2C(=C(C3=NSN=C31)OC)C=C(S2)C(=O)OC methyl 4,8-dimethoxythieno[2',3':4,5]benzo[1,2-c][1,2,5]thiadiazole-6-carboxylate